(R*)-4-(1-(3-Amino-6-(2-hydroxyphenyl)pyridazin-4-yl)piperidin-3-yl)-2-chlorobenzoic acid NC=1N=NC(=CC1N1C[C@H](CCC1)C1=CC(=C(C(=O)O)C=C1)Cl)C1=C(C=CC=C1)O |o1:9|